C(C)C(C(=O)O)(CC)CCCC.C(CCC)(=O)OCC ethyl butyrate (ethylbutyl butyrate)